FC=1C=C(NC2=CC3=C(C(=N2)C(=O)NC2(CCC2)C)OCO3)C=C(C1)F 6-(3,5-difluoroanilino)-N-(1-methylcyclobutyl)-[1,3]dioxolo[4,5-c]pyridine-4-carboxamide